4-(2-fluoro-4-nitrophenyl)morpholine FC1=C(C=CC(=C1)[N+](=O)[O-])N1CCOCC1